CC=1N=NN(C1)C=1C(=NC=CN1)C(C)NC(C1=CC(=CC(=C1)C(F)(F)F)C(F)(F)F)=O N-[1-[3-(4-methyltriazol-1-yl)pyrazin-2-yl]ethyl]-3,5-bis(trifluoromethyl)benzamide